CC1(OC=2C=CC=C(C2C=C1)O)C 2,2-dimethyl-2H-chromen-5-ol